Cl.NCCCNC(OC(C)(C)C)=O Tert-butyl (3-aminopropyl)carbamate hydrochloride